(5-Chloropyridin-2-yl)(6-(2-cyclopropylphenyl)-1-hydroxy-1H-spiro[benzo[c][1,2]oxaborole-3,3'-pyrrolidin]-1'-yl)methanone ClC=1C=CC(=NC1)C(=O)N1CC2(CC1)C1=C(B(O2)O)C=C(C=C1)C1=C(C=CC=C1)C1CC1